bis(1-(2-hydroxy-2-methylpropoxy)-2,2,6,6-tetramethylpiperidin-4-yl) glutarate C(CCCC(=O)OC1CC(N(C(C1)(C)C)OCC(C)(C)O)(C)C)(=O)OC1CC(N(C(C1)(C)C)OCC(C)(C)O)(C)C